4-chloro-2-fluoro-5-methoxyaniline ClC1=CC(=C(N)C=C1OC)F